(2R)-4-[2-[[6-[5-[tert-butyl(dimethyl)silyl]oxy-1-tetrahydropyran-2-yl-indazol-3-yl]-2-pyridyl]oxy]ethoxy]butan-2-ol [Si](C)(C)(C(C)(C)C)OC=1C=C2C(=NN(C2=CC1)C1OCCCC1)C1=CC=CC(=N1)OCCOCC[C@@H](C)O